(S)-2,5-dihydro-3,6-dimethoxy-2-isopropylpyrazine COC=1[C@@H](N=C(CN1)OC)C(C)C